1,2-bis(thien-2-yl)ethylene S1C(=CC=C1)C=CC=1SC=CC1